4-(4-((1R,5S)-3,8-Diazabicyclo[3.2.1]octan-3-yl)-8-fluoro-2-((1-(morpholinomethyl-d2)cyclopropyl)methoxy-d2)pyrido[4,3-d]pyrimidin-7-yl)-5-ethynyl-6-fluoronaphthalen-2-ol [C@H]12CN(C[C@H](CC1)N2)C=2C1=C(N=C(N2)OC([2H])([2H])C2(CC2)C([2H])([2H])N2CCOCC2)C(=C(N=C1)C1=CC(=CC2=CC=C(C(=C12)C#C)F)O)F